CC=1N=C2N(N=C(C=C2CC2=NN=CN2)C=2C=C3C=CN(C(C3=CC2)=O)C2CCN(CC2)C(=O)OC(C)(C)C)C1 tert-butyl 4-[6-[2-methyl-8-(4H-1,2,4-triazol-3-ylmethyl)imidazo[1,2-b]pyridazin-6-yl]-1-oxo-2-isoquinolyl]piperidine-carboxylate